ClC1=CNC2=C(C=C(C(=C12)CN1C(CC2(CC(C2)(F)F)CC1)C1=CC=C(C(=O)O)C=C1)OC)C 4-(7-((3-chloro-5-methoxy-7-methyl-1H-indol-4-yl)methyl)-2,2-difluoro-7-azaspiro[3.5]nonan-6-yl)benzoic acid